4-(2-Aminoprop-2-yl)-N6-(2-(2-fluoroprop-2-yl)pyrimidin-4-yl)-N1-methyl-2,7-naphthyridine-1,6-diamine NC(C)(C)C1=CN=C(C2=CN=C(C=C12)NC1=NC(=NC=C1)C(C)(C)F)NC